N1N=CC2=CC=C(C=C12)C1(CCCC1)C#N 1-(1H-indazol-6-yl)cyclopentanecarbonitrile